CN(S(=O)(=O)N([C@@H]1[C@@H](N(CC1)C(=O)OC(C)(C)C)COC1CCC(CC1)C1=CC(=CC=C1)OS(=O)(=O)C(F)(F)F)CC1=CC=C(C=C1)OC)C tert-butyl (2R,3S)-3-((N,N-dimethylsulfamoyl)(4-methoxybenzyl)amino)-2-(((4-(3-(((trifluoromethyl)sulfonyl) oxy)phenyl)cyclohexyl)oxy)methyl)pyrrolidine-1-carboxylate